C1(=C(C(=CC=C1)C)C)OC1=C(C(=CC=C1)C)C Dixylylether